COC(=O)C1=C(N(C2=C(C=CC=C12)C1=CC=NN1C(C)C)C)C 7-(1-isopropyl-1H-pyrazol-5-yl)-1,2-dimethyl-1H-indole-3-carboxylic acid methyl ester